C[C@H]1N([C@H](CN(C1)C1=NC=CC(=C1)C1=NNC2=CC=C(C=C12)[N+](=O)[O-])C)CCN1CCN(CC1)C(=O)OC(C)(C)C Tert-butyl 4-(2-((2R,6S)-2,6-dimethyl-4-(4-(5-nitro-1H-indazol-3-yl)pyridin-2-yl)piperazin-1-yl)ethyl)piperazine-1-carboxylate